1-methyl-4-((2,3,5,6-tetrafluorophenoxy)carbonyl)piperidin-1-ium iodide [I-].C[NH+]1CCC(CC1)C(=O)OC1=C(C(=CC(=C1F)F)F)F